FC(S(=O)(=N)C=1C=NN(C1)CC1CC2(CN(C2)C(=O)N2CC3(C2)CC(C3)N3N=C(N=C3)C(F)(F)F)C1)(F)F [6-[[4-(trifluoromethylsulfonimidoyl)pyrazol-1-yl]methyl]-2-azaspiro[3.3]heptan-2-yl]-[6-[3-(trifluoromethyl)-1,2,4-triazol-1-yl]-2-azaspiro[3.3]heptan-2-yl]methanone